FC1=C(OC2CCC(CC2)C(=O)OCC)C=C(C(=C1)OC)C(N[C@@H]1[C@H]2CC[C@@H]([C@@H]1C(NC1=CC(=C(C=C1)F)C(F)(F)F)=O)C2)=O Ethyl (1S,4s)-4-(2-fluoro-5-(((1S,2R,3S,4R)-3-((4-fluoro-3-(trifluoromethyl)phenyl)carbamoyl)bicyclo[2.2.1]heptan-2-yl)carbamoyl)-4-methoxyphenoxy)cyclohexane-1-carboxylate